CN(C(COC[C@H](C)NC=1C=NNC(C1C(F)(F)F)=O)=O)C1CCN(CC1)C1=NC=C(C=N1)C(F)(F)F (S)-N-methyl-2-(2-(6-oxo-5-(trifluoromethyl)-1,6-dihydropyridazin-4-ylamino)propoxy)-N-(1-(5-(trifluoromethyl)pyrimidin-2-yl)piperidin-4-yl)acetamide